[Na+].[Na+].C(CCCC(=O)[O-])(=O)[O-] Glutaric acid disodium salt